C(C)O[Si](CCC[Se][Se]CCC[Si](OCC)(OCC)OCC)(OCC)OCC bis-[3-(triethoxysilyl) propyl] diselenide